4-[4-cyano-6-(3-fluoro-2-methyl-phenyl)-3-hydroxy-pyridin-2-yl]-4-oxo-butyric acid ethyl ester C(C)OC(CCC(=O)C1=NC(=CC(=C1O)C#N)C1=C(C(=CC=C1)F)C)=O